C(C=CC=CC=CC=C)O nona-2,4,6,8-tetraene-1-ol